ruthenium (II) bis(triphenylphosphine) C1(=CC=CC=C1)P(C1=CC=CC=C1)C1=CC=CC=C1.C1(=CC=CC=C1)P(C1=CC=CC=C1)C1=CC=CC=C1.[Ru+2]